F[C@@H]1CN(C[C@@H]1F)CCCOC=1N=C(C2=C(N1)CN(CC2)C2=CC(=CC1=CC=CC=C21)O)N2CCN(CC2)C(C=C)=O 4-(2-(3-((3R,4S)-3,4-difluoropyrrolidin-1-yl)propoxy)-7-(3-hydroxynaphthalen-1-yl)-5,6,7,8-tetrahydropyrido[3,4-d]pyrimidin-4-yl)piperazin-1-ylprop-2-en-1-one